N1(CCCCCCC1)C1=NC(=NC2=C(C(=C(C=C12)Cl)C1=CC=C(C2=C1N=C(S2)N)F)F)OC[C@]21CCCN1C[C@@H](C2)F 4-(4-(azocan-1-yl)-6-chloro-8-fluoro-2-(((2R,7aS)-2-fluorotetrahydro-1H-pyrrolizin-7a(5H)-yl)methoxy)-quinazolin-7-yl)-7-fluoro-benzo[d]thiazol-2-amine